Cl.Cl.N1C(=NC=C1)C1=CC(=C(OCC2=C(C(=CC=C2)COC2=C(C=C(C=C2)C=2NC=CN2)OC)F)C=C1)OC 1,3-Bis{[4-(2-imidazolyl)-2-methoxy-phenoxymethyl]}-2-fluorobenzene dihydrochloride